BrC(=C[C@@H]1C([C@@H]1C(=O)OCC1=C(C(=C(C(=C1F)F)C#C)F)CC)(C)C)Br 2-ethyl-4-ethynyl-3,5,6-trifluorobenzyl (1R)-cis-3-(2,2-dibromo-1-ethenyl)-2,2-dimethylcyclopropanecarboxylate